((5-(2-Aminobenzo[d]triazol-6-yl)pyrimidin-2-yl)methoxy)cyclopentyl acetate C(C)(=O)OC1(CCCC1)OCC1=NC=C(C=N1)C=1C=CC=2C(=NN(N2)N)C1